C(N)(=O)CCN1CC(N(C(C1)C)C(=O)OC(C)(C)C)C tert-butyl 4-(2-carbamoylethyl)-2,6-dimethylpiperazine-1-carboxylate